C(C)(=O)N1C(C(C2=CC=CC=C12)=O)=CC1=CN(C2=CC(=CC=C12)C(=O)N1CCOCC1)C 1-acetyl-2-((1-methyl-6-(morpholine-4-carbonyl)-1H-indol-3-yl)-methylene)indolin-3-one